5-(4-(2,8-dichloro-10,11-dihydro-5H-dibenzoazepin-5-yl)butyl)-N-hydroxyisoxazole-3-carboxamide ClC=1C=CC2=C(C3=C(C=CN2CCCCC2=CC(=NO2)C(=O)NO)C(=CCC3)Cl)C1